NC=1C=C2C(=NC=NC2=CC1C#C[C@@]12CN(C[C@H]2C1)C(=O)OC(C)(C)C)NC1=C(C(=CC=C1)Cl)F tert-butyl (1R,5S)-1-[2-[6-amino-4-(3-chloro-2-fluoro-anilino)quinazolin-7-yl]ethynyl]-3-azabicyclo[3.1.0]hexane-3-carboxylate